CN1C(=NC(=C1)C(F)(F)F)C1=CC=C(C=C1)COC=1C2=C(N=C(N1)C1=C(C=CC=C1)C(F)(F)F)C=NN2C2OCCCC2 7-[[4-[1-methyl-4-(trifluoromethyl)imidazol-2-yl]phenyl]methoxy]-1-tetrahydropyran-2-yl-5-[2-(trifluoromethyl)phenyl]pyrazolo[4,3-d]pyrimidine